1-(3-bromo-4-(2,4-difluorophenoxy)phenyl)ethanone BrC=1C=C(C=CC1OC1=C(C=C(C=C1)F)F)C(C)=O